2-[(5-fluoro-2-methoxy-phenyl)-(4-methyl-1H-imidazol-2-yl)methyl]-6-[4-(1-methyl-4-piperidinyl)phenyl]isoindolin-1-one (S)-1-phenethylmethanesulfonate C(CC1=CC=CC=C1)CS(=O)(=O)O.FC=1C=CC(=C(C1)C(N1C(C2=CC(=CC=C2C1)C1=CC=C(C=C1)C1CCN(CC1)C)=O)C=1NC=C(N1)C)OC